di-tert-butyl-(2R,4R)-4-((6-((1-(tert-butyl)-5-methyl-1H-pyrazol-3-yl) amino)-3-fluoro-4-propionylpyridin-2-yl) methyl)-2-methylpiperidine-1,4-dicarboxylate C(C)(C)(C)OC(=O)N1[C@@H](C[C@@](CC1)(C(=O)OC(C)(C)C)CC1=NC(=CC(=C1F)C(CC)=O)NC1=NN(C(=C1)C)C(C)(C)C)C